NC1=C(C=C(C(=C1)[N+](=O)[O-])F)SC[C@@H](C(=O)O)NC(=O)OC(C)(C)C (2R)-3-(2-amino-5-fluoro-4-nitro-phenyl)sulfanyl-2-(tert-butoxycarbonylamino)propanoic acid